(3-amino-4-chlorophenyl)(pyridin-3-yl)methanol Tert-butyl-4-(5-cyanothiazol-2-yl)piperazine-1-carboxylate C(C)(C)(C)C1N(CCN(C1)C=1SC(=CN1)C#N)C(=O)OC(C=1C=NC=CC1)C1=CC(=C(C=C1)Cl)N